pentane-2-one CC(CCC)=O